BrC1=NSC(=N1)C1=NN=C2N1CCN[C@@H]2C (R)-3-bromo-5-(8-methyl-5,6,7,8-tetrahydro-[1,2,4]triazolo[4,3-a]pyrazine-3-yl)-1,2,4-thiadiazole